ethoxynickel C(C)O[Ni]